ClC1=CC(=C(C=C1Cl)C(C(=O)O)(F)F)O 2-(4,5-dichloro-2-hydroxy-phenyl)-2,2-difluoro-acetic acid